N1C=NC(=C1)CN1CCC2(C(CN(C2)CCC2=CC=CC=C2)C(=O)OC)CC1 methyl 8-((1H-imidazol-4-yl)methyl)-2-phenethyl-2,8-diazaspiro[4.5]decane-4-carboxylate